C(CCCCCCC\C=C/CCCCCCCC)NC(CCCCCCCCCCC(CCCCCC)O)=O N-oleyl-12-hydroxystearic acid amide